C(=O)O.CN([C@]1(CN(CCC1)C1=CC(=C(C=C1)S(=O)(=O)NC1=NC=NC=C1)C)CCC1=CC(=CC=C1)C(F)(F)F)C (R)-4-(3-(Dimethylamino)-3-(3-(trifluoromethyl)phenethyl)-piperidin-1-yl)-2-methyl-N-(pyrimidin-4-yl)benzenesulfonamide formate